CC1=CC=C(C=C1)S(=O)(=O)OC(CCCCCC)CCCCCCCC pentadecan-7-yl 4-methylbenzenesulfonate